(E)-4-(5-(3,5-bis((4,7-dimethyl-1,4,7-triazonan-1-yl)methyl)-4-hydroxystyryl)thiophen-2-yl)benzaldehyde CN1CCN(CCN(CC1)C)CC=1C=C(/C=C/C2=CC=C(S2)C2=CC=C(C=O)C=C2)C=C(C1O)CN1CCN(CCN(CC1)C)C